1,4-bis(alpha,alpha-dimethyl-4-aminobenzyl)benzene CC(C1=CC=C(C=C1)N)(C)C1=CC=C(C=C1)C(C1=CC=C(C=C1)N)(C)C